C=1C=2C3=C(C=CCN3CC1)C=C1C=CC(OC12)=O 5H,11H-[1]-benzopyrano[6,7,8-ij]-quinolizin-11-one